NCCCC=1C=CC2=C(N([C@H](C(N[C@@H](C2)CO[Si](C2=CC=CC=C2)(C2=CC=CC=C2)C(C)(C)C)=O)C(C)C)C)C1 (2S,5S)-9-(3-aminopropyl)-5-(((tert-butyldiphenylsilyl)oxy)methyl)-2-isopropyl-1-methyl-1,4,5,6-tetrahydrobenzo[e][1,4]diazocin-3(2H)-one